CC1=C(C=CC=C1NC(C1=NC=C(C(=C1)C)CNCCNC(C)=O)=O)C1=C(C(=CC=C1)NC(C1=NC=C(C(=C1)C)CNCCNC(C)=O)=O)C N,N'-(2,2'-dimethyl-[1,1'-biphenyl]-3,3'-diyl)bis(5-(((2-acetamidoethyl)amino)methyl)-4-methylpicolinamide)